4-[[2-[(3-Nitrobenzoyl)amino]-1-oxopropyl]amino]cyclohexanecarboxylic acid [N+](=O)([O-])C=1C=C(C(=O)NC(C(=O)NC2CCC(CC2)C(=O)O)C)C=CC1